2,5-dipentoxybenzene-1,4-dicarboxaldehyde C(CCCC)OC1=C(C=C(C(=C1)C=O)OCCCCC)C=O